methyl (2S,3R)-3-hydroxy-1-[2-(phenoxathiine-3-carbonylamino)acetyl]pyrrolidine-2-carboxylate O[C@H]1[C@H](N(CC1)C(CNC(=O)C=1C=CC=2SC3=CC=CC=C3OC2C1)=O)C(=O)OC